3-(2-fluorophenyl)-5-methyl-2-(3-nitrobenzyl)-2,4,5,6-tetrahydropyrrolo[3,4-c]pyrazole FC1=C(C=CC=C1)C1=C2C(=NN1CC1=CC(=CC=C1)[N+](=O)[O-])CN(C2)C